4-(4-benzyloxycyclohexen-1-yl)-1-methyl-pyrazole C(C1=CC=CC=C1)OC1CC=C(CC1)C=1C=NN(C1)C